1-(Spiro[azetidine-3,2'-chroman]-7'-yl)dihydropyrimidine-2,4(1H,3H)-dione O1C2(CCC3=CC=C(C=C13)N1C(NC(CC1)=O)=O)CNC2